4-(((1-(8-acetyl-8-azabicyclo[3.2.1]octan-3-yl)-1H-pyrazol-4-yl)methyl)amino)-2-(2,6-dioxopiperidin-3-yl)isoindoline-1,3-dione C(C)(=O)N1C2CC(CC1CC2)N2N=CC(=C2)CNC2=C1C(N(C(C1=CC=C2)=O)C2C(NC(CC2)=O)=O)=O